COC(=O)N1[C@@H](CCC1)C(=O)O (2S)-1-(methoxycarbonyl)pyrrolidine-2-carboxylic acid